N1C[C@@H](CC1)N1CCN(C2=CC=CC=C12)C1CCOCC1 (R)-N-(pyrrolidin-3-yl)-4-(tetrahydro-2H-pyran-4-yl)-3,4-dihydroquinoxaline